Trans-2-pinanol [C@H]12C(CC[C@@H](C1(C)C)C2)(C)O